3-(2-chloro-7-methyl-8-oxo-7,8-dihydro-9H-purin-9-yl)adamantane-1-carboxamide ClC1=NC=C2N(C(N(C2=N1)C12CC3(CC(CC(C1)C3)C2)C(=O)N)=O)C